1-[4-(phenylthio)phenyl]-1,2-octaneDione C1(=CC=CC=C1)SC1=CC=C(C=C1)C(C(CCCCCC)=O)=O